(2S)-2-[[(2R)-2-amino-3-phenylpropionyl]amino]-3-(3,4-diacetoxyphenyl)propanoic acid N[C@@H](C(=O)N[C@H](C(=O)O)CC1=CC(=C(C=C1)OC(C)=O)OC(C)=O)CC1=CC=CC=C1